3,5-dimethylmorpholin-4-sulfonamid CC1N(C(COC1)C)S(=O)(=O)N